N-(4,6-dimethylbenzo[d]thiazol-2-yl)-4-(pyridin-3-ylsulfonyl)piperazine-1-carboxamide CC1=CC(=CC2=C1N=C(S2)NC(=O)N2CCN(CC2)S(=O)(=O)C=2C=NC=CC2)C